NC1=NC=CC=C1S(=O)(=O)NC(=O)C=1C(=NC(=CC1)N1N=C(C=C1)OCC(CO)C)N1C(C[C@@H](C1)C)(C)C N-[(2-Amino-3-pyridyl)sulfonyl]-6-[3-(3-hydroxy-2-methylpropoxy)pyrazol-1-yl]-2-[(4S)-2,2,4-trimethylpyrrolidin-1-yl]pyridin-3-carboxamid